BrC1=CC=C2C(CC=3C(=NOC3C2=C1)C(=O)OCC)(C)C ethyl 8-bromo-5,5-dimethyl-4,5-dihydronaphtho[2,1-d]isoxazole-3-carboxylate